C1(CC1)N1C(CC(C1)CN1N=C2N=C(C=CC2=C1)C1=C(C=C(C=C1C)C(F)(F)F)O)=O 1-cyclopropyl-4-((6-(2-hydroxy-6-methyl-4-(trifluoromethyl)phenyl)-2H-pyrazolo[3,4-b]pyridin-2-yl)methyl)pyrrolidin-2-one